5-methylpyrimidine-2-carboxamide CC=1C=NC(=NC1)C(=O)N